FC1(CCC(CC1)CCC=1C=C(C=CC1)B1OC(C(O1)(C)C)(C)C)F 2-(3-(2-(4,4-difluorocyclohexyl)ethyl)phenyl)-4,4,5,5-tetramethyl-1,3,2-dioxaborolane